((3,3-difluorocyclohexyl)(5-(2-methoxy-1-(2-oxo-4-(trifluoromethyl)imidazolidin-1-yl)ethyl)benzo[d]oxazol-2-yl)methyl)-4-ethylisoxazole-3-carboxamide FC1(CC(CCC1)C(C=1OC2=C(N1)C=C(C=C2)C(COC)N2C(NC(C2)C(F)(F)F)=O)C2=C(C(=NO2)C(=O)N)CC)F